5,8-dioxo-5,8-dihydronaphthalen-1-amine O=C1C=2C=CC=C(C2C(C=C1)=O)N